N-(4-bromopyridin-2-yl)-3-[3-(hydroxymethyl)-4-methylpiperazin-1-yl]acrylamide BrC1=CC(=NC=C1)NC(C=CN1CC(N(CC1)C)CO)=O